C(C)(C)(C)OC(=O)N1CCC/2(CC1)CC1=C(C=NC(=C1)C)\C2=N/[S@](=O)C(C)(C)C.C(C)(CC)[O-] sec-butyl alcoholAte tert-butyl-(7Z)-7-[(R)-tert-butylsulfinyl]imino-3-methyl-spiro[5H-cyclopenta[c]pyridine-6,4'-piperidine]-1'-carboxylate